21-[4-[2,6-bis(diethylamino)4-pyrimidinyl]-1-piperazinyl]-17alpha-hydroxy-16alpha-methylpregna-1,4,9(11)-trien-3,20-dione C(C)N(C1=NC(=CC(=N1)N1CCN(CC1)CC([C@]1([C@@H](C[C@H]2[C@@H]3CCC4=CC(C=C[C@]4(C)C3=CC[C@]12C)=O)C)O)=O)N(CC)CC)CC